3-(1'-methyl-1-(3-(1-methyl-1H-pyrazol-4-yl)benzyl)-6'-oxo-1',2',6',8'-tetrahydro-7'H-spiro[piperidine-4,3'-pyrrolo[3,4-g]indol]-7'-yl)piperidine-2,6-dione CN1CC2(C3=CC=C4C(=C13)CN(C4=O)C4C(NC(CC4)=O)=O)CCN(CC2)CC2=CC(=CC=C2)C=2C=NN(C2)C